NC(=O)C=1C=CC(=C(C1)C1=CC(=C(C=C1)OC)C(=O)N[C@H]1[C@H]([C@@H]2CC([C@H]1C2)=C(F)F)C(=O)O)F (1S,2S,3R,4R)-3-(5'-aminocarbonyl-2'-fluoro-4-methoxy-[1,1'-biphenyl]-3-carboxamido)-5-(difluoromethylene)bicyclo[2.2.1]heptane-2-carboxylic acid